3-{[(2E)-3-(3-fluoro-4-methoxybenzenesulfonyl)prop-2-en-1-yl]carbamoyl}-2-oxo-1,2,5,6,7,8-hexahydro-1,6-naphthyridine-6-carboxylic acid tert-butyl ester C(C)(C)(C)OC(=O)N1CC=2C=C(C(NC2CC1)=O)C(NC\C=C\S(=O)(=O)C1=CC(=C(C=C1)OC)F)=O